CC1=CC=C(C=C1)S(=O)(=O)OCCC(CO[Si](C)(C)C(C)(C)C)(C)C 4-((Tert-Butyldimethylsilyl)oxy)-3,3-dimethylbutyl 4-methylbenzenesulfonate